dimethylcyclohexylamine 2-hydroxyethanesulfonic acid salt OCCS(=O)(=O)O.CN(C1CCCCC1)C